N-(5-Cyclopropyl-1H-pyrazol-3-yl)-2-(2,6-diazaspiro[3.3]heptan-2-yl)pyrimidin-4-amine C1(CC1)C1=CC(=NN1)NC1=NC(=NC=C1)N1CC2(C1)CNC2